Isopropyl-(E)-3-(3-(3,5-bis(trifluoromethyl)phenyl)-1H-1,2,4-triazol-1-yl)-2-bromoacrylate C(C)(C)OC(/C(=C\N1N=C(N=C1)C1=CC(=CC(=C1)C(F)(F)F)C(F)(F)F)/Br)=O